1-[(1-cyanocyclohexyl)azo]cyclohexanecarbonitrile C(#N)C1(CCCCC1)N=NC1(CCCCC1)C#N